2-(4,6-dimethylpyrazolo[1,5-a]pyrazin-2-yl)-7-(piperidin-4-yl)-4H-pyrido[1,2-a]pyrimidin CC=1C=2N(C=C(N1)C)N=C(C2)C=2N=C1N(CC2)C=C(C=C1)C1CCNCC1